ClC1=CC(=C(OCC(=O)N2CC3=C(CC2)SC(=C3)C3=NOC(=N3)C(F)(F)F)C=C1)F 2-(4-chloro-2-fluorophenoxy)-1-(2-(5-(trifluoromethyl)-1,2,4-oxadiazol-3-yl)-6,7-dihydrothieno[3,2-c]pyridin-5(4H)-yl)ethan-1-one